ClC=1C=C2[C@H](CN(CC2=CC1)C1=C2C(=NC=C1)N(N=C2)C)C (4R)-6-chloro-4-methyl-2-(1-methylpyrazolo[3,4-b]pyridin-4-yl)-3,4-dihydro-1H-isoquinoline